2-(2-Methoxy-5-(methyl-(2-methylquinazolin-4-yl)amino)phenyl)pentanoic acid COC1=C(C=C(C=C1)N(C1=NC(=NC2=CC=CC=C12)C)C)C(C(=O)O)CCC